(2R)-2-({8-[(3β)-Cholest-5-en-3-yloxy]octyl}oxy)-N,N-dimethyl-3-[(9Z,12Z)-octadeca-9,12-dien-1-yloxy]propan-1-amin CC(C)CCC[C@@H](C)[C@H]1CC[C@H]2[C@@H]3CC=C4C[C@H](CC[C@]4(C)[C@H]3CC[C@]12C)OCCCCCCCCO[C@H](CN(C)C)COCCCCCCCC\C=C/C\C=C/CCCCC